(R)-isopropyl 2-amino-2-(4-bromophenyl)-4,4-dimethylpentanoate N[C@](C(=O)OC(C)C)(CC(C)(C)C)C1=CC=C(C=C1)Br